CN1C(N(C2=C1C=CC(=C2)N2CCN(C1=CC(=C(C=C21)C(F)(F)F)C=2C=NN(C2)C)C)C)=O 1,3-dimethyl-5-(4-methyl-6-(1-methyl-1H-pyrazol-4-yl)-7-(trifluoromethyl)-3,4-dihydroquinoxalin-1(2H)-yl)-1H-benzo[d]imidazol-2(3H)-one